methyl 3-(difluoromethyl)-1-oxido-pyridin-1-ium-2-carboxylate FC(C=1C(=[N+](C=CC1)[O-])C(=O)OC)F